methyl-3-ethylimidazole chloride [Cl-].CC1=NC=CN1CC